C(C(C)C)N1[C@@H]2[C@H]([C@]3(N=C[C@@H]2[C@@H](CC1)C3)C(=O)NCC(C)C)CC(C)C |o1:5,6,7,10,11| (1S*,2R*,3R*,7S*,8R*)-4-isobutyl-1-isobutylaminocarbonyl-2-isobutyl-4,10-diazatricyclo[5.3.1.03,8]undeca-9-ene